tert-butyl-(7S)-7-[5-oxo-7-(p-tolylsulfonyloxy)thiazolo[3,2-a]pyrimidin-2-yl]-4-azaspiro[2.5]octane C(C)(C)(C)C1CC12NCC[C@@H](C2)C2=CN1C(=NC(=CC1=O)OS(=O)(=O)C1=CC=C(C=C1)C)S2